((2S,3S,4S)-5-chloro-6-fluoro-3-methyl-2-((methylamino)methyl)-2-phenyl-2,3-dihydrobenzofuran-4-yl)-3-fluoro-4-methoxybenzamide ClC=1C(=CC2=C([C@@H]([C@](O2)(C2=CC=CC=C2)CNC)C)C1C1=C(C(=O)N)C=CC(=C1F)OC)F